N-(4-((3S,5R)-3-amino-5-(trifluoromethyl)piperidin-1-yl)pyridin-3-yl)-2,2',6,6'-Tetrafluoro-[1,1'-biphenyl]-3-carboxamide dihydrochloride Cl.Cl.N[C@@H]1CN(C[C@@H](C1)C(F)(F)F)C1=C(C=NC=C1)NC(=O)C=1C(=C(C(=CC1)F)C1=C(C=CC=C1F)F)F